N[C@@H](CCSC)C(=O)N[C@@H](C(C)C)C(=O)O methionylvaline